N[13C@@H]([13CH2][13CH2][13CH2]N[13C](N)=N)[13C](=O)O [13C6]Arginine